C(#N)C=1C(=NC(=NC1)C1(CC(=C(C=C1OC(F)(F)F)N(C)CCN(C)C)N)N)C=1C=NN2C1C=CC=C2 4-{5-cyano-4-pyrazolo[1,5-a]Pyridin-3-ylpyrimidin-2-yl}-N1-(2-dimethylaminoethyl)-N1-methyl-5-trifluoromethoxybenzene-1,2,4-triamine